CC1=CC=C(C=C1)S(=O)(=O)OCCC1(CCC1)O 2-(1-hydroxycyclobutyl)ethyl 4-methylbenzenesulfonate